Isocyanatomethyl-trimethoxysilan N(=C=O)C[Si](OC)(OC)OC